ClC1=CC=C(C=C1)C=1C=C(C(N(N1)C1=CC(=CC=C1)F)=O)C(=O)NCC1(CC1)O 6-(4-chlorophenyl)-2-(3-fluorophenyl)-N-[(1-hydroxycyclopropyl)methyl]-3-oxo-2,3-dihydropyridazine-4-carboxamide